2-(cyano-(2,6-difluoro-3-pyridyl)-amino)-N-cyclobutyl-5-methyl-thiazole-4-carboxamide C(#N)N(C=1SC(=C(N1)C(=O)NC1CCC1)C)C=1C(=NC(=CC1)F)F